ClC=1C=C(C=CC1)C(=O)N1C2COCC1CN(C2)CC2=C(N=C1N2C=CC=C1)C1=CC=C(C=C1)Cl (3-Chlorophenyl)(7-{[2-(4-chlorophenyl)imidazo[1,2-a]pyridin-3-yl]methyl}-3-oxa-7,9-diazabicyclo[3.3.1]non-9-yl)methanone